C(C)O/C=C/C=1C=C(C(N(C1)CC1=CC=C(C=C1)OC)=O)C 5-[(E)-2-ethoxyethenyl]-1-[(4-methoxyphenyl)methyl]-3-methylpyridin-2-one